ClC1=C(C=CC=C1)C1=C(C(=CC=C1)[N+](=O)[O-])C1=CC=CC2=CC=CC=C12 1-(2'-chloro-3-nitro-biphenyl-2-yl)-naphthalene